methyl 3-[4-[(1-tert-butoxy carbonyl-4-piperidyl)oxy]anilino]-5-methoxy-6-(3-methylimidazo[4,5-c]pyridin-7-yl)pyrazine-2-carboxylate C(C)(C)(C)OC(=O)N1CCC(CC1)OC1=CC=C(NC=2C(=NC(=C(N2)OC)C=2C3=C(C=NC2)N(C=N3)C)C(=O)OC)C=C1